tert-butyl 4-[(4,5-dichloro-2-[[2-(trimethylsilyl)ethoxy]methoxy]phenyl)(hydroxy)methyl]-2,2-dimethylpiperidine-1-carboxylate ClC1=CC(=C(C=C1Cl)C(C1CC(N(CC1)C(=O)OC(C)(C)C)(C)C)O)OCOCC[Si](C)(C)C